decane-1,4-diol C(CCC(CCCCCC)O)O